6-(3-amino-6-(3-((ethyl(methyl)amino)methyl)-4-methoxy-5-methylphenyl)-5-fluoropyrazin-2-yl)-4-methylisoquinolin-1(2H)-one NC=1C(=NC(=C(N1)F)C1=CC(=C(C(=C1)C)OC)CN(C)CC)C=1C=C2C(=CNC(C2=CC1)=O)C